[Si](C)(C)(C(C)(C)C)OC[C@H]1CN(CCN1)C(=O)OC(C)(C)C (R)-tert-butyl 3-(((tert-butyldimethylsilyl)oxy)methyl)piperazine-1-carboxylate